trans-1,4-bis(isocyanatomethyl)cyclohexane isobutyl-2-hydroxy-α-cyanocinnamate C(C(C)C)OC(C(=CC1=C(C=CC=C1)O)C#N)=O.N(=C=O)C[C@@H]1CC[C@H](CC1)CN=C=O